CS(=NC(C1=NC=C(C=C1)C1=NOC(=N1)C(F)(F)F)=O)(C1=CC=NC=C1)=O N-(methyl(oxo)(pyridin-4-yl)-λ6-sulfaneylidene)-5-(5-(trifluoromethyl)-1,2,4-oxadiazol-3-yl)picolinamide